(R)-tert-butyl 4-(4-amino-5-(benzyloxy)-3,3-dimethyl-5-oxopentyl)piperazine-1-carboxylate N[C@H](C(CCN1CCN(CC1)C(=O)OC(C)(C)C)(C)C)C(=O)OCC1=CC=CC=C1